FC1(CN(CC1)C=1C=2N(N=C(C1)C=1C(=NC(=NC1)OC)OC)C(=CN2)F)F 8-(3,3-difluoropyrrolidin-1-yl)-6-(2,4-dimethoxypyrimidin-5-yl)-3-fluoro-imidazo[1,2-b]pyridazine